C(=O)O.CC=1C(=NC(=NC1)NC1CCOCC1)C1=CC=C2CNC(C2=C1)=O 6-{5-methyl-2-[(oxacyclohex-4-yl)amino]pyrimidin-4-yl}-2,3-dihydro-1H-isoindol-1-one formate salt